2-(4-bromophenyl)-benzothiazole BrC1=CC=C(C=C1)C=1SC2=C(N1)C=CC=C2